N-[(2-methylpropan-2-yl)oxy]benzamide CC(C)(C)ONC(C1=CC=CC=C1)=O